N-(3-(dimethylamino)propyl)nonadecanamide CN(CCCNC(CCCCCCCCCCCCCCCCCC)=O)C